NC(C)C=1N(C(C2=CC=CC=C2C1)=O)C1=CC=CC=C1 3-(1-aminoethyl)-2-phenylisoquinolin-1(2H)-one